2,5-dimethyl-3-[[(3S)-3-methylpiperazin-1-yl]methyl]aniline dihydrochloride Cl.Cl.CC1=C(N)C=C(C=C1CN1C[C@@H](NCC1)C)C